ClC1=CC(=C(C=N1)CO)NCCCN1CCN(CC1)C (6-chloro-4-((3-(4-methylpiperazin-1-yl)propyl)amino)pyridin-3-yl)methanol